ClC=1C=C(C=CC1N1C(N(C=C1)C)=O)C1=C(C(=CC(=C1)F)C=1C=NC=C(C1)N1CCN(CC1)C(C)C)O 1-(3-chloro-5'-fluoro-2'-hydroxy-3'-(5-(4-isopropylpiperazin-1-yl)pyridin-3-yl)-[1,1'-biphenyl]-4-yl)-3-methyl-1H-imidazol-2(3H)-one